1-(2-fluoroethyl)-5-[2-[4-(pentafluoro-λ6-sulfanyl)phenoxy]-3-pyridyl]pyridin-2-one FCCN1C(C=CC(=C1)C=1C(=NC=CC1)OC1=CC=C(C=C1)S(F)(F)(F)(F)F)=O